ethyl 2-(4-acetyl-2-((7-(3-(aminomethyl)phenyl)-2-fluorobenzofuran-5-yl)methoxy)phenyl)acetate C(C)(=O)C1=CC(=C(C=C1)CC(=O)OCC)OCC=1C=C(C2=C(C=C(O2)F)C1)C1=CC(=CC=C1)CN